Tert-butyl (3-exo)-3-((7-chloro-1,6-naphthyridin-5-yl) amino)-8-azabicyclo[3.2.1]octane-8-carboxylate ClC1=NC(=C2C=CC=NC2=C1)NC1CC2CCC(C1)N2C(=O)OC(C)(C)C